2-(2,4-difluorophenyl)-N-((2S)-1-(((2S)-4-(4-fluorophenyl)-1-hydroxyl-(thiazol-2-yl)butan-2-yl)amino)-5-hydroxy-1-oxohexan-2-yl)thiazole-5-carboxamide FC1=C(C=CC(=C1)F)C=1SC(=CN1)C(=O)N[C@H](C(=O)N[C@H](CO)CC(C1=CC=C(C=C1)F)C=1SC=CN1)CCC(C)O